4-((2,4-dichloro-5-methoxyphenyl)amino)-7-(3-(4-(4-(3-(2-(2,6-dioxopiperidin-3-yl)-1-oxoisoindolin-4-yl)propoxy)butanoyl)piperazin-1-yl)propoxy)-6-methoxyquinoline-3-carbonitrile ClC1=C(C=C(C(=C1)Cl)OC)NC1=C(C=NC2=CC(=C(C=C12)OC)OCCCN1CCN(CC1)C(CCCOCCCC1=C2CN(C(C2=CC=C1)=O)C1C(NC(CC1)=O)=O)=O)C#N